5-bromo-N-(4,4-difluorocyclohexyl)-4-methyl-6-(3-(trifluoromethyl)-1H-pyrazol-1-yl)pyrimidin-2-amine BrC=1C(=NC(=NC1N1N=C(C=C1)C(F)(F)F)NC1CCC(CC1)(F)F)C